2-(2-hydroxy-4-tridecyloxyphenyl)-1,3,5-triazine OC1=C(C=CC(=C1)OCCCCCCCCCCCCC)C1=NC=NC=N1